4-(2-(6-(3,4-difluorophenyl)-1,1-dioxido-1,2,6-thiadiazinan-2-yl)propanamido)adamantan-1-carboxamide FC=1C=C(C=CC1F)N1CCCN(S1(=O)=O)C(C(=O)NC1C2CC3(CC(CC1C3)C2)C(=O)N)C